FC=1C(=C2C(=NC(=NN2C1)NC1CCC(CC1)(O)C)OC([2H])([2H])[2H])C=1C=CC2=C(N(N=N2)CC(F)(F)F)C1 (1r,4r)-4-((6-fluoro-4-(methoxy-d3)-5-(1-(2,2,2-trifluoroethyl)-1H-benzo[d][1,2,3]triazol-6-yl)pyrrolo[2,1-f][1,2,4]triazin-2-yl)amino)-1-methylcyclohexan-1-ol